pentamethyl-1-(1-methylcyclopropyl)icosahydro-3aH-cyclopenta[a]chrysene-3a-carboxylic acid CC1(C(C(C2C1(CCC1C3CCC4CCCCC4C3CCC21)C(=O)O)(C2(CC2)C)C)(C)C)C